FC1=CC(=CC2=C1N=C(S2)NC(=O)C21CCCC(CCC2)(C1)C)F N-(4,6-Difluoro-1,3-benzothiazol-2-yl)-5-methylbicyclo[3.3.1]nonan-1-carboxamid